i-butyl-3-methylimidazolium iodide [I-].C(C(C)C)C=1NC=C[N+]1C